CC=1C(=NC(=NC1)N)C1=CC=C(C=C1)NC1=NC(=NC=C1C)N1CCOCC1 5-methyl-4-(4-((5-methyl-2-morpholinopyrimidin-4-yl)amino)phenyl)pyrimidin-2-amine